4-(3-fluoro-1-(5-methoxy-2-(1-methyl-1H-pyrazol-4-yl)-4-nitrophenyl)piperidin-4-yl)morpholine FC1CN(CCC1N1CCOCC1)C1=C(C=C(C(=C1)OC)[N+](=O)[O-])C=1C=NN(C1)C